N1(CCC1)CC1CCC(CC1)C1(CC(=NC=C1C1=NN(C=C1)C(F)F)NC1=NC(=NC=C1F)C=1C=NN(C1)S(=O)(=O)C1CC1)N 4-((1s,4s)-4-(Azetidin-1-ylmethyl)cyclohexyl)-N2-(2-(1-(cyclopropylsulfonyl)-1H-pyrazol-4-yl)-5-fluoropyrimidin-4-yl)-5-(1-(difluoromethyl)-1H-pyrazol-3-yl)pyridine-2,4-diamine